O=C1NC(CCC1N1C(C2=CC=C(C=C2C1=O)N1CCN(CC1)CCC1CCN(CC1)C(=O)OC(C)(C)C)=O)=O tert-butyl 4-(2-(4-(2-(2,6-dioxopiperidin-3-yl)-1,3-dioxoisoindolin-5-yl)piperazin-1-yl) ethyl)piperidine-1-carboxylate